N-{[(9H-fluoren-9-yl)methoxy]carbonyl}-3,4,5-trifluoro-L-phenylalanine C1=CC=CC=2C3=CC=CC=C3C(C12)COC(=O)N[C@@H](CC1=CC(=C(C(=C1)F)F)F)C(=O)O